ClC=1C=C(C(=O)N[C@@H]2CC[C@H](N(C2)C(=O)OC(C)(C)C)C(=O)OCC)C=CC1Cl t-butyl 2-ethyl (2S,5R)-5-(3,4-dichlorobenzamido)piperidine-1,2-dicarboxylate